OC(C)(C1=CC=C(C=C1)OC)C1=CC=C(C#N)C=C1 4-(1-hydroxy-1-(4-methoxyphenyl)ethyl)benzonitrile